tert-butyl 2-((5-chloro-2,4-difluorophenyl)(methyl)carbamoyl)-6-methoxy-2,3-dihydro-1H-pyrrolo[3,2-c]pyridine-1-carboxylate ClC=1C(=CC(=C(C1)N(C(=O)C1CC=2C=NC(=CC2N1C(=O)OC(C)(C)C)OC)C)F)F